CN1CCC(CC1)NC=1N=CC2=C(N1)NC=C2C2=CC=1N(C=C2)N=CC1C(=O)NC1CCOCC1 5-(2-((1-methylpiperidin-4-yl)amino)-7H-pyrrolo[2,3-d]pyrimidin-5-yl)-N-(tetrahydro-2H-pyran-4-yl)pyrazolo[1,5-a]pyridine-3-carboxamide